OC1=C(C=C(C(=C1)O)O)C1(C2=CC=CC=C2C=2C=CC=CC12)C1=C(C=C(C(=C1)O)O)O 9,9-bis(2,4,5-trihydroxyphenyl)fluorene